FC1=C(OC=2C(=CC(=NC2)N=S(=O)(C)C)C=2C3=C(C(N(C2)C)=O)N(C=C3)C(=O)OC(C)(C)C)C=CC(=C1)F tert-butyl 4-{5-(2,4-difluorophenoxy)-2-{[dimethyl(oxo)-λ6-sulfanylidene]amino}-pyridin-4-yl}-6-methyl-7-oxo-6,7-dihydro-1H-pyrrolo[2,3-c]pyridine-1-carboxylate